N-(2-methoxyethyl)-2-methylsulfanyl-5-(trifluoromethyl)pyrimidin-4-amine COCCNC1=NC(=NC=C1C(F)(F)F)SC